C(C)(C)(C)C1=CC(=C(N1C1=CC=C(C#N)C=C1)C)C(CN1C2[C@@H](CC1CC2)O)=O (±)-4-(5-(tert-Butyl)-3-(2-((2R)-2-hydroxy-7-azabicyclo[2.2.1]heptan-7-yl)acetyl)-2-methyl-1H-pyrrol-1-yl)benzonitrile